N-(5-aminopyridin-2-yl)-2-(1-(tetrahydro-2H-pyran-2-yl)-1H-pyrazol-5-yl)thiazole-4-carboxamide NC=1C=CC(=NC1)NC(=O)C=1N=C(SC1)C1=CC=NN1C1OCCCC1